O-(tolylsulfonyl)hydroxylamine C1(=C(C=CC=C1)S(=O)(=O)ON)C